N-(2-(2-(((1r,4r)-4-((5'-chloro-6-(((4-cyanotetrahydro-2H-pyran-4-yl)methyl)amino)-[2,4'-bipyridin]-2'-yl)amino)cyclohexyl)amino)ethoxy)ethyl)acetamide ClC=1C(=CC(=NC1)NC1CCC(CC1)NCCOCCNC(C)=O)C1=NC(=CC=C1)NCC1(CCOCC1)C#N